CC(C)(C)NC(=O)OC1CCCC1 cyclopentyl [(2-methylprop-2-yl)amino]methanoate